FC1=C2C(NC(=NC2=CC(=C1)OCC1CCN(CC1)C1CCC2(CN(C2)C(=O)OC(C)(C)C)CC1)CSC1CCOCC1)=O tert-butyl 7-(4-(((5-fluoro-4-oxo-2-(((tetrahydro-2H-pyran-4-yl)thio)methyl)-3,4-dihydroquinazolin-7-yl)oxy)methyl)piperidin-1-yl)-2-azaspiro[3.5]nonane-2-carboxylate